tert-butyl (4-hydroxy-4-methyltetrahydrofuran-3-yl)carbamate OC1(C(COC1)NC(OC(C)(C)C)=O)C